FC=1C=C(C=CC1OC)NC1=CC2=C(NC(=N2)CSC2=CC(=NC=C2)C(F)(F)F)C=C1 N-(3-Fluoro-4-methoxyphenyl)-2-(((2-(trifluoromethyl)pyridin-4-yl)thio)methyl)-1H-benzo[d]imidazol-5-amine